(S)-3-(4-bromophenyl)isoxazolidine BrC1=CC=C(C=C1)[C@H]1NOCC1